2-(4-(3-isopropyl-2-(5-methyltetrazolo[1,5-a]pyridin-6-yl)-1H-indol-5-yl)piperidin-1-yl)-N,N-dimethylacetamide C(C)(C)C1=C(NC2=CC=C(C=C12)C1CCN(CC1)CC(=O)N(C)C)C=1C=CC=2N(C1C)N=NN2